C12CN(CC(CC1)N2)C2=CC=1C(=C(N=NC1Cl)C)C=N2 7-(3,8-diazabicyclo[3.2.1]octane-3-yl)-1-chloro-4-methylpyrido[3,4-d]pyridazine